N[C@H](C[C@H]1CC(=NN1C1=CC=C(C=C1)Br)C(=O)O)C(=O)O (S)-5-[(R)-2-amino-2-carboxyethyl]-1-(4-bromophenyl)-4,5-dihydro-1H-pyrazole-3-carboxylic acid